sorbitol, calcium salt [Ca].OC[C@H](O)[C@@H](O)[C@H](O)[C@H](O)CO